OC1=C(C=C(C=C1C(C)(C)C)C(C)(C)C)N1N=C2C(=N1)C=CC(=C2)Cl 2-(2'-hydroxy-3',5'-di-tertiary butyl-phenyl)-5-chlorobenzotriazole